N1C=CC=2C1=NC=CC2C=2C=NN(C2)C=2C=C(C(C#N)=CC2)C#N 4-[4-(1H-pyrrolo[2,3-b]pyridin-4-yl)-1H-pyrazol-1-yl]phthalonitrile